N1N=CC2=CC(=CC=C12)[C@H]1N(C[C@@H](CC1)C)C(=O)OC(C)(C)C tert-butyl (2S,5R)-2-(1H-indazol-5-yl)-5-methyl-piperidine-1-carboxylate